BrC=1C=C(C=C(C1)C(F)(F)F)NC1=NC(=NC=C1C(N)=O)N1C[C@H](CCC1)NC(OC(C)(C)C)=O tert-butyl (S)-(1-(4-((3-bromo-5-(trifluoromethyl)phenyl)amino)-5-carbamoylpyrimidin-2-yl)piperidin-3-yl)carbamate